N-(pyridin-3-yl)-4-(4-(pyrimidin-5-yl)phenyl)butanamide N1=CC(=CC=C1)NC(CCCC1=CC=C(C=C1)C=1C=NC=NC1)=O